rel-3-chloro-4-[(3,5-difluoropyridin-2-yl)(2H2)methoxy]-3'-fluoro-2'-[3-(2-hydroxypropan-2-yl)pyrazol-1-yl]-5',6-dimethyl-[1,4'-bipyridin]-2-one ClC=1C(N(C(=CC1OC([2H])([2H])C1=NC=C(C=C1F)F)C)C1=C(C(=NC=C1C)N1N=C(C=C1)C(C)(C)O)F)=O